Cl.Cl.ClC1=CC=C(C=C1)C=1N=C2N(C=CC=C2)C1CN1C2CNC(C1)CC2 2-{[2-(4-Chlorophenyl)imidazo[1,2-a]pyridin-3-yl]methyl}-2,5-diazabicyclo[2.2.2]octan-Dihydrochlorid